FC(S(=O)(=O)N(S(=O)(=O)C(F)(F)F)C1=NC=CC=C1)(F)F 1,1,1-trifluoro-N-(pyridin-2-yl)-N-trifluoromethanesulfonylmethanesulfonamide